C(=O)([O-])CN1CCN(CCN(CCN(CC1)C(COC)C(=O)O)CC(=O)[O-])C(C(=O)[O-])CC1=CC=C(C=C1)OCC(C(F)F)(F)F.[Gd+3] gadolinium 2-{4,10-bis(carboxylatomethyl)-7-[1-carboxy-2-methoxyethyl]-1,4,7,10-tetraazacyclododecan-1-yl}-3-[4-(2,2,3,3-tetrafluoropropoxy)phenyl]propanoate